C(C)(C)(C)OC(=O)C1=C(NC(C)C=2C=C(C=C3C(C=C(OC23)C=2N(C3=CC=CC=C3C2)C(=O)OC(C)(C)C)=O)F)C=CC=C1 tert-Butyl 2-[8-[1-(2-tert-butoxycarbonylanilino)ethyl]-6-fluoro-4-oxo-chromen-2-yl]indole-1-carboxylate